2-(4-chloro-1-isopropyl-1H-pyrazol-5-yl)-4-(1-(4-(1-isopropyl-4-(trifluoromethyl)-1H-imidazol-2-yl)phenyl)ethyl)-6,7-dihydro-[1,2,4]triazolo[1,5-a]pyrimidin-5(4H)-one ClC=1C=NN(C1C1=NN2C(N(C(CC2)=O)C(C)C2=CC=C(C=C2)C=2N(C=C(N2)C(F)(F)F)C(C)C)=N1)C(C)C